1,2-bis[(2-mercaptoethyl)thio]-3-mercaptopropane trisacrylate C(C=C)(=O)O.C(C=C)(=O)O.C(C=C)(=O)O.SCCSCC(CS)SCCS